1-(2-fluorobenzyl)-3-(3,5-dimethylisoxazol-4-yl)-4-oxo-4H-pyrido[1,2-a]pyrimidinium FC1=C(C[N+]2=C3N(C(C(=C2)C=2C(=NOC2C)C)=O)C=CC=C3)C=CC=C1